ethyl 3-oxospiro[bicyclo[2.2.1]heptane-2,1'-cyclopropane]-2'-carboxylate O=C1C2CCC(C2)C12C(C2)C(=O)OCC